FC1(CCC(CC1)N1N=CC2=C1N=C(NC2=O)SCC=2OC1=C(N2)C(=CC=C1)C)F 1-(4,4-Difluorocyclohexyl)-6-(((4-methylbenzo[d]oxazol-2-yl)methyl)thio)-1,5-dihydro-4H-pyrazolo[3,4-d]pyrimidin-4-on